N[C@@H](C)C=1N(C(C2=C(C=CC=C2C1)Cl)=O)C1C(C1)CO 3-((S)-1-aminoethyl)-8-chloro-2-(2-(hydroxymethyl)cyclopropyl)isoquinolin-1(2H)-one